C(CCC)C=1NC(C2=C(N1)N(N=N2)CC2=CC(=C(C(=C2)Cl)C(C2=CC=C(C=C2)Cl)=O)Cl)=O 5-Butyl-3-(3,5-dichloro-4-(4-chlorobenzoyl)benzyl)-3,6-dihydro-7H-[1,2,3]triazolo[4,5-d]pyrimidin-7-one